O[C@@H]1CN(C[C@@H]1O)C(=O)OC(C)(C)C tert-Butyl cis-3,4-dihydroxypyrrolidine-1-carboxylate